methyl 3-(aminomethyl)-5-(1-phenylethyl)-4,5-dihydroisoxazole-5-carboxylate hydrochloride Cl.NCC1=NOC(C1)(C(=O)OC)C(C)C1=CC=CC=C1